BrC=1C=CC(=C(C1)CN1CCN(CC1)C(=O)OC(C)(C)C)C#N tert-butyl 4-[(5-bromo-2-cyano-phenyl)methyl]piperazine-1-carboxylate